1-(methylsulfonyl)piperidin-4-yl 4-(((6-(isoindolin-2-ylmethyl)-4-oxo-4H-pyran-3-yl)oxy)methyl)piperidine-1-carboxylate C1N(CC2=CC=CC=C12)CC1=CC(C(=CO1)OCC1CCN(CC1)C(=O)OC1CCN(CC1)S(=O)(=O)C)=O